C(C)(C)(C)OC(=O)N1CCC(=CC1)C1=C(C=C(C=C1)N)F.C1(=CC=CC=C1)[Si](N[Si](C)(C1=CC=CC=C1)C1=CC=CC=C1)(C)C1=CC=CC=C1 1,1,3,3-tetraphenyl-1,3-dimethyl-disilazane tert-butyl-4-(4-amino-2-fluoro-phenyl)-3,6-dihydro-2H-pyridine-1-carboxylate